benzyl (S)-4-((2-(benzyloxy)ethoxy)methyl)-5-oxooxazolidine-3-carboxylate C(C1=CC=CC=C1)OCCOC[C@@H]1N(COC1=O)C(=O)OCC1=CC=CC=C1